6-Nitroindoline-1-carboxylic acid methyl ester COC(=O)N1CCC2=CC=C(C=C12)[N+](=O)[O-]